tert-butyl (6-(4-allyl-4H-1,2,4-triazol-3-yl)pyridin-2-yl)(5-bromo-2-(but-3-en-1-yloxy)-4-fluorobenzoyl)carbamate C(C=C)N1C(=NN=C1)C1=CC=CC(=N1)N(C(OC(C)(C)C)=O)C(C1=C(C=C(C(=C1)Br)F)OCCC=C)=O